rac-N-(2-amino-3-fluoro-2-methylpropyl)-8-[(2,6-difluorobenzyl)oxy]-2,6-dimethylimidazo[1,2-a]pyridine-3-carboxamide formate C(=O)O.N[C@](CNC(=O)C1=C(N=C2N1C=C(C=C2OCC2=C(C=CC=C2F)F)C)C)(CF)C |r|